2-amino-2-[(2S)-1,4-dioxane-2-yl]acetonitrile NC(C#N)[C@@H]1OCCOC1